N-(4-(dimethylamino)butyl)-4-[76Br]bromobenzamide CN(CCCCNC(C1=CC=C(C=C1)[76Br])=O)C